methyl 2-(4-((2-oxopyrrolidin-1-yl)methyl)piperidin-1-yl)-5-(1H-pyrazol-4-yl)benzoate O=C1N(CCC1)CC1CCN(CC1)C1=C(C(=O)OC)C=C(C=C1)C=1C=NNC1